2-(2-((2S,4R)-2-(aminomethyl)-5-chloro-2-phenyl-2,3-dihydrobenzofuran-4-yl)-3-fluorophenoxy)ethane-1-amine NC[C@@]1(OC2=C(C1)C(=C(C=C2)Cl)C2=C(OCCN)C=CC=C2F)C2=CC=CC=C2